3-(2,4-difluoro-5-nitrophenyl)-3-oxo-propionic acid ethyl ester C(C)OC(CC(=O)C1=C(C=C(C(=C1)[N+](=O)[O-])F)F)=O